FCCCOC1=CC(=C(C(=O)[O-])C(=C1)O)C=CC1=CC=C(C=C1)F 4-(3-fluoropropoxy)-2-(4-fluorophenylvinyl)-6-hydroxybenzoate